bis(tri-o-tolylsilyl)chromate C1(=C(C=CC=C1)[Si](C1=C(C=CC=C1)C)(C1=C(C=CC=C1)C)O[Cr](=O)(=O)O[Si](C1=C(C=CC=C1)C)(C1=C(C=CC=C1)C)C1=C(C=CC=C1)C)C